7-chloro-N-[4-(2,2-difluoroethoxy)-5-fluoro-2-methoxy-phenyl]-1-keto-2H-isoquinoline-4-sulfonamide ClC1=CC=C2C(=CNC(C2=C1)=O)S(=O)(=O)NC1=C(C=C(C(=C1)F)OCC(F)F)OC